(E)-4-(3-Methoxyphenyl)-3-((3-((E)-4-(piperidin-1-ylmethyl)styryl)-1H-indazole-6-yl)methylene)pyrrolidin-2-one COC=1C=C(C=CC1)C1\C(\C(NC1)=O)=C/C1=CC=C2C(=NNC2=C1)\C=C\C1=CC=C(C=C1)CN1CCCCC1